[C@H]12CNC[C@H](CC1)N2C2=C1CN(C(C1=C(C(=C2F)F)F)=O)C2C(NC(CC2)=O)=O 3-(4-((1R,5S)-3,8-diazabicyclo[3.2.1]octan-8-yl)-5,6,7-trifluoro-1-oxoisoindolin-2-yl)piperidine-2,6-dione